2-[4-[3-(3-hydroxyphenyl)-1-methyl-5-oxo-1,2,4-triazol-4-yl]butyl]isoindoline-1,3-dione OC=1C=C(C=CC1)C1=NN(C(N1CCCCN1C(C2=CC=CC=C2C1=O)=O)=O)C